FC(OC1=CC=C(C=N1)CC1CCC2(CN(C2)C(=O)N2CC3(C2)NC(COC3)=O)CC1)F 2-[7-[[6-(difluoromethoxy)-3-pyridinyl]methyl]-2-azaspiro[3.5]nonane-2-carbonyl]-8-oxa-2,5-diazaspiro[3.5]nonane-6-one